O1CCN(CC1)C1=CC=CC=2N1C=NC2 5-morpholinoimidazo[1,5-a]pyridin